5,6-dihydro-4H-pyrrolo[3,2,1-ij]quinolin-5-yl-amine C1=CN2CC(CC3=CC=CC1=C23)N